C(#N)C1=CC(=CC=2N=C(OC21)C=2C(=C(C=CC2)C2=C(C(=CC=C2)NC=2N=CC=C1C=C(C=NC21)CN2C[C@@H](CC2)O)C)C)CN2C[C@@H](CC2)C (R)-1-((7-Cyano-2-(3'-(3-(((R)-3-hydroxypyrrolidin-1-yl)methyl)-1,7-naphthyridin-8-ylamino)-2,2'-dimethylbiphenyl-3-yl)benzo[d]oxazol-5-yl)methyl)-3-methylpyrrolidin